ClC1=C2CN(CC2=CC(=C1)F)C(=O)C=1C=C2CN(C(C2=CC1)=O)C1C(NC(CC1)=O)=O 3-(5-(4-chloro-6-fluoroisoindoline-2-carbonyl)-1-oxoisoindolin-2-yl)piperidine-2,6-dione